BrC1=C(C(=CC=C1)CC)OC(F)F 1-bromo-2-(difluoromethoxy)-3-ethylbenzene